CC=1C=C(C(=NC1C)C#N)C#N 5,6-dimethylpyridine-2,3-dicarbonitrile